C(C)N(S(=O)(=O)NC=1C(=C(C(=O)C2=CNC3=NC=C(C=C32)C=3C=NC(=NC3)N3CCOCC3)C(=CC1)F)F)C 4-[5-[3-[3-[[ethyl(methyl)sulfamoyl]amino]-2,6-difluoro-benzoyl]-1H-pyrrolo[2,3-b]pyridin-5-yl]pyrimidin-2-yl]morpholine